OC1(CC(C1)C(=O)NC=1SC(=CN1)C=1C=C2C=C(N=NC2=CC1)C)C 3-hydroxy-3-methyl-N-(5-(3-methylcinnolin-6-yl)thiazol-2-yl)cyclobutane-1-carboxamide